N-((6-(3-hydroxypyrrolidin-1-yl)pyridin-2-yl)sulfonyl)cyclopropane-1-carboxamide OC1CN(CC1)C1=CC=CC(=N1)S(=O)(=O)NC(=O)C1CC1